2,2-dibromo-2-fluoro-1-(p-tolyl)ethan-1-one BrC(C(=O)C1=CC=C(C=C1)C)(F)Br